COC(=O)C1[C@H]2CN(C[C@@H]12)CC=1C=CC(=NC1)C(=O)O 5-{[(1R,5S,6R)-6-(methoxycarbonyl)-3-azabicyclo[3.1.0]hex-3-yl]methyl}pyridine-2-carboxylic acid